3-(1-{4-amino-3-iodo-1H-pyrazolo[3,4-d]pyrimidin-1-yl}ethyl)-4-{3-[(2R)-1-methylpyrrolidin-2-yl]phenyl}-1H-isochromen-1-one NC1=C2C(=NC=N1)N(N=C2I)C(C)C=2OC(C1=CC=CC=C1C2C2=CC(=CC=C2)[C@@H]2N(CCC2)C)=O